(1S,4S)-4-(8-((3-chloro-5-(trifluoromethyl)phenyl)amino)-2-((4-methyltetrahydro-2H-pyran-4-yl)amino)-9H-purin-9-yl)cyclohexane-1-carboxamide ClC=1C=C(C=C(C1)C(F)(F)F)NC=1N(C2=NC(=NC=C2N1)NC1(CCOCC1)C)C1CCC(CC1)C(=O)N